ClC=1C=CC(=NC1)NC(=O)N1[C@H](C[C@H](C1)OC)C(=O)NC1=C(C=CC(=C1)C(CCC1CC1)(C1=CC=NC=C1)S(=O)(=O)C)F (2r,4r)-N1-(5-chloropyridin-2-yl)-N2-(5-((+)-3-cyclopropyl-1-(methylsulfonyl)-1-(pyridin-4-yl)propyl)-2-fluorophenyl)-4-methoxypyrrolidine-1,2-dicarboxamide